(E)-1-(1,3-Dithian-2-yl)-4,4-dimethyl-2-phenylpent-2-en-1-one S1C(SCCC1)C(\C(=C\C(C)(C)C)\C1=CC=CC=C1)=O